C1(CC1)C1CC(C=2C(C3=C(C=CC=C3NC2C1)C)=O)=O 3-cyclopropyl-8-methyl-3,4-dihydroacridine-1,9(2H,10H)-dione